2-Cyclopropyl-6-[1-[(3R)-3-(tetrazol-1-yl)pyrrolidine-1-carbonyl]azetidin-3-yl]oxy-benzonitrile C1(CC1)C1=C(C#N)C(=CC=C1)OC1CN(C1)C(=O)N1C[C@@H](CC1)N1N=NN=C1